N-cyclohexyl-2-imidazolidinone C1(CCCCC1)N1C(NCC1)=O